C[Al](C)Cl DIMETHYLALUMINIUM CHLORID